CN(C=1C=C2C=CC(=CC2=CC1)C=O)C 6-(dimethylamino)naphthalene-2-formaldehyde